ClC=1C=C(C=C(C1)NC(C=C)=O)C=1C=C2C(=CN1)NN=C2C(=O)NC 5-[3-chloro-5-(prop-2-enamido)phenyl]-N-methyl-1H-pyrazolo[3,4-c]pyridine-3-carboxamide